5-chloro-2-{[(1R)-1-(4-chlorophenyl)-1-ethoxy-7-fluoro-5-[(1S)-1-hydroxy-1-(oxan-4-yl)propyl]-3-oxo-2,3-dihydro-1H-isoindol-2-yl]methyl}benzoic acid ClC=1C=CC(=C(C(=O)O)C1)CN1[C@@](C2=C(C=C(C=C2C1=O)[C@](CC)(C1CCOCC1)O)F)(OCC)C1=CC=C(C=C1)Cl